methyl 2-(chloromethyl)imidazo[1,2-a]pyridine-6-carboxylate ClCC=1N=C2N(C=C(C=C2)C(=O)OC)C1